NC1=NC=2C=CC(=CC2C2=C1C=NN2C)C(=O)N(N(C)C(=O)C2CC2)CC=2C=NC(=CC2)C(F)(F)F 4-amino-N'-(cyclopropanecarbonyl)-N',1-dimethyl-N-((6-(trifluoromethyl)pyridin-3-yl)methyl)-1H-pyrazolo[4,3-c]quinoline-8-carbohydrazide